C(C)(C)(C)SC=1C(=CC=CC1)Cl 3-(tert-butylmercapto)-2-chlorobenzene